ethyl 5-(tert-butoxymethyl)-1-(4-(3-fluoro-5-(trifluoromethyl) benzyl) pyridin-2-yl)-1H-pyrazole-4-carboxylate C(C)(C)(C)OCC1=C(C=NN1C1=NC=CC(=C1)CC1=CC(=CC(=C1)C(F)(F)F)F)C(=O)OCC